(4S,5S)-5-((s)-5H-imidazo[5,1-a]isoindol-5-yl)-2-methyl-4,5,6,7-tetrahydropyrazolo[1,5-a]pyridin-4-ol C=1N=CN2C1C1=CC=CC=C1[C@@H]2[C@H]2[C@@H](C=1N(CC2)N=C(C1)C)O